(1S)-2,2-bis(4-fluorophenyl)-1-methylethyl N-[(3-acetoxy-4-methoxy-2-pyridyl)carbonyl]-L-alaninate C(C)(=O)OC=1C(=NC=CC1OC)C(=O)N[C@@H](C)C(=O)O[C@H](C(C1=CC=C(C=C1)F)C1=CC=C(C=C1)F)C